methyl 5-(1-methylpiperidin-4-yl)thiophene-2-carboxylate CN1CCC(CC1)C1=CC=C(S1)C(=O)OC